C(C)N1S(C=2N(C(C1)C(=O)OC)C(C=C(C2C2=CC(=CC=C2)C(F)(F)F)CC2=CC=CC1=CC=CC=C21)=O)(=O)=O methyl 2-ethyl-8-(naphthalen-1-ylmethyl)-6-oxo-9-(3-(trifluoromethyl)phenyl)-3,4-dihydro-2H,6H-pyrido[1,2-e][1,2,5]thiadiazine-4-carboxylate 1,1-dioxide